BrP(C1=CC=CC=C1)(C1=CC=CC=C1)(C1=CC=CC=C1)C bromo(methyl)triphenyl-λ5-phosphane